1-((3-(ethoxymethyl)-1-(2-(6-methylpyridin-3-yl)propan-2-yl)pyrrolidin-3-yl)methyl)-3-ethyl-5-fluoro-1,3-dihydro-2H-benzo[d]imidazol C(C)OCC1(CN(CC1)C(C)(C)C=1C=NC(=CC1)C)CN1CN(C2=C1C=CC(=C2)F)CC